[N-](S(=O)(=O)C(F)(F)F)S(=O)(=O)C(F)(F)F.C(C)N1CN(C=C1)C 1-ethyl-3-methylimidazole-bistrifluoromethanesulfonimide salt